C1=CN=C2C1=NN=NC2=O PYRROLOTRIAZINONE